(Z)-2-(5-fluoro-2-methyl-1-(3-(naphthalen-2-yloxy)benzylidene)-1H-inden-3-yl)acetic acid FC=1C=C2C(=C(/C(/C2=CC1)=C/C1=CC(=CC=C1)OC1=CC2=CC=CC=C2C=C1)C)CC(=O)O